2-(difluoromethoxy)-4-[2-oxo-3-(2-phenylethyl)imidazolidin-1-yl]benzaldehyde FC(OC1=C(C=O)C=CC(=C1)N1C(N(CC1)CCC1=CC=CC=C1)=O)F